2-{[(2-chloro-4-methoxypyridin-3-yl)methyl]sulfanyl}-3H,5H,6H,7H-cyclopenta[d]pyrimidin-4-one ClC1=NC=CC(=C1CSC=1NC(C2=C(N1)CCC2)=O)OC